COC(=O)C=1C(N(C2=CC(=CC=C2C1N)C(F)(F)F)C1=C(C=CC=C1)CC)=O 4-amino-1-(2-ethylphenyl)-2-oxo-7-(trifluoromethyl)-1,2-dihydroquinoline-3-carboxylic acid methyl ester